5,6-dihydrobenzo[f]tetrazolo[1,5-d][1,4]oxazepin-8-amine N=1N=NN2CCOC3=C(C21)C=CC=C3N